NC1=C(C(=O)O)C=CC=C1N1CC2(C1)CN(C2)C2=CC=C(C=C2)N 2-amino-3-(6-(4-aminophenyl)-2,6-diazaspiro[3.3]heptan-2-yl)benzoic acid